C(C)(=O)O.OCC(O)CO glycerin Monoacetate